(Z)-3-(benzyloxy)-2-(trifluoromethyl)acrylic acid ethyl ester C(C)OC(/C(=C/OCC1=CC=CC=C1)/C(F)(F)F)=O